2-Amino-N-[5-[[1-(2,2-difluoroethyl)pyrazol-3-yl]carbamoyl]-4-fluoro-2-methylphenyl]-1,3-thiazole-5-carboxamide NC=1SC(=CN1)C(=O)NC1=C(C=C(C(=C1)C(NC1=NN(C=C1)CC(F)F)=O)F)C